2,5-bisisocyanatobenzol N(=C=O)C1=CC=C(C=C1)N=C=O